FC(O)C(=O)[C@@H](O)[C@H](O)[C@H](O)CO fluoro-fructose